1-(2-fluoro-3-trifluoromethyl-phenyl)-ethanone FC1=C(C=CC=C1C(F)(F)F)C(C)=O